N-(4-(4-(2-cyanoacetyl)phenyl)-1H-pyrrolo[2,3-b]pyridin-6-yl)cyclopropylcarboxamide C(#N)CC(=O)C1=CC=C(C=C1)C1=C2C(=NC(=C1)NC(=O)C1CC1)NC=C2